2-(2-(4-fluoro-1,3-dioxoisoquinolin-2-yl)ethoxy)acetic acid FC1C(N(C(C2=CC=CC=C12)=O)CCOCC(=O)O)=O